C(CCCCC)(=O)OCCOCCOCCOC(CCCCC)=O triethylene glycol dihexanoate